1,3-bis-(isocyanatomethyl)-cyclohexane N(=C=O)CC1CC(CCC1)CN=C=O